t-butyl-amine C(C)(C)(C)N